C(C)N(C(CC1=C(C2=C3CCCOC3=C(C(=C2OC1=O)C=O)O)C)=O)CC N,N-diethyl-2-(5-formyl-6-hydroxy-1-methyl-3-oxo-3,8,9,10-tetrahydropyrano[3,2-f]chromen-2-yl)acetamide